C(C1CO1)OC(C1=CC=C(C=C1)C=C)C α-methyl-4-vinylbenzyl glycidyl ether